(2R,3R)-2,3-dihydroxy-4-oxo-4-(3-phenylpropoxy)butanoic acid O[C@@H](C(=O)O)[C@H](C(OCCCC1=CC=CC=C1)=O)O